ClC1=NC(=C(C(=N1)N1C[C@@H](N(CC1)C(=O)[O-])CC#N)[N+](=O)[O-])CC1(CCC(C2=CC=CC=C12)(C)C)C(=O)OC (2S)-4-(2-chloro-6-((1-(methoxycarbonyl)-4,4-dimethyl-1,2,3,4-Tetrahydronaphthalen-1-yl)methyl)-5-nitropyrimidin-4-yl)-2-(cyanomethyl)piperazine-1-carboxylate